C(C1=CC=CC=C1)OCC(CC=C)(C)NS(=O)C(C)(C)C N-[1-(benzyloxymethyl)-1-methyl-but-3-enyl]-2-methyl-propane-2-sulfinamide